NC1=NC=C(C=2N=C(N=CC21)NC2CCC(CC2)O)C2COCC2 (1R,4R)-4-((5-amino-8-(tetrahydrofuran-3-yl)pyrido[4,3-d]pyrimidin-2-yl)amino)cyclohexane-1-ol